(phenylmethyl) (E)-3-(4-formylphenyl)-2-propenoate C(=O)C1=CC=C(C=C1)/C=C/C(=O)OCC1=CC=CC=C1